1-(4-chloro-3-fluorophenyl)-2-(2,6-dibromophenoxy)ethan-1-one ClC1=C(C=C(C=C1)C(COC1=C(C=CC=C1Br)Br)=O)F